FC(C(=O)O)(F)F.NCC1=CC(=NC=C1)OC[C@@H]1CN(C[C@H](C1)C(F)(F)F)S(=O)(=O)N1CCS(CC1)(=O)=O trans-4-((3-(((4-(Aminomethyl)pyridin-2-yl)oxy)methyl)-5-(trifluoromethyl)piperidin-1-yl)sulfonyl)thiomorpholine 1,1-dioxide 2,2,2-trifluoroacetate